C(C)(C)(C)OC(=O)N1C(CNCC1)C1=NC(=NN2C1=NC=C2)Cl (2-chloroimidazo[2,1-f][1,2,4]triazin-4-yl)piperazine-1-carboxylic acid tert-butyl ester